4,6-DIMETHYLPYRIDINE-2-BORONIC ACID CC1=CC(=NC(=C1)C)B(O)O